Tert-butyl (2S,4R)-2-(hydroxymethyl)-4-methoxy-pyrrolidine-1-carboxylate OC[C@H]1N(C[C@@H](C1)OC)C(=O)OC(C)(C)C